COC(C(C)C1=CC=C(C=C1)OC)=O 2-(4-methoxyphenyl)propionic acid methyl ester